C(C(C)C)[SiH](OC(C)C)C iso-butyl-methyl-iso-propoxysilane